C(C=C)OC([C@H](C[C@H](CC1=CC=CC=C1)NC(=O)C=1N=C(SC1)[C@@H](C[C@H](C(C)C)N(C([C@H]([C@H](CC)C)N)=O)C)OC)C)=O (2S,4R)-4-(2-((1R,3R)-3-((2S,3S)-2-amino-N,3-dimethylpentanamido)-1-methoxy-4-methylpentyl)thiazole-4-carboxamido)-2-methyl-5-phenylpentanoic acid allyl ester